[N+](=O)([O-])C1=C(C=CC=C1)S(=O)(=O)OC1=CC=C(C=C1)C1=CN=C(S1)C=1C=NC=CC1 4-(2-(pyridin-3-yl)thiazol-5-yl)phenyl 2-nitrobenzenesulfonate